N-{6-chloro-7-methoxy-1H,2H,3H-cyclopenta[b]quinolin-9-yl}piperidin-4-amine ClC=1C(=CC=2C(=C3C(=NC2C1)CCC3)NC3CCNCC3)OC